NC1=C(C=C(C(=N1)F)C1=NC(=C(C=C1)C1CCOCC1)CN(C)C)C=1C=C2CCNC(C2=CC1F)=O 6-(6'-amino-6-((dimethylamino)methyl)-2'-fluoro-5-(tetrahydro-2H-pyran-4-yl)-[2,3'-bipyridin]-5'-yl)-7-fluoro-3,4-dihydroisoquinolin-1(2H)-one